sodium yttrium fluoride [F-].[Y+3].[Na+].[F-].[F-].[F-]